O=C1N(CC2=CC(=CC=C12)OC1C(CCCC1)N1CC(C1)C1=CC=C2C=CC=NC2=C1)C1C(NC(CC1)=O)=O 3-(1-oxo-5-((2-(3-(quinolin-7-yl)azetidin-1-yl)cyclohexyl)oxy)isoindolin-2-yl)piperidine-2,6-dione